CN(CCC[Si](C=1C=C(C=C)C=CC1)(OC)OC)C 3-[(3-dimethylaminopropyl)dimethoxysilyl]styrene